tert-butyl (3S)-3-[(4,6-difluoro-1,3-benzothiazol-2-yl) carbamoyl]piperidine-1-carboxylate FC1=CC(=CC2=C1N=C(S2)NC(=O)[C@@H]2CN(CCC2)C(=O)OC(C)(C)C)F